cyclohexyl(5-(2-((5-(2-(aminomethyl)-5-(4-methylthiazol-5-yl)phenoxy)pentyl)amino)benzo[d]thiazol-6-yl)-2-methylpyridin-3-yl)carbamate C1(CCCCC1)OC(NC=1C(=NC=C(C1)C1=CC2=C(N=C(S2)NCCCCCOC2=C(C=CC(=C2)C2=C(N=CS2)C)CN)C=C1)C)=O